NC1=NC=C(C=C1C#CC[C@@H](C(=O)OC)NC(=O)OC(C)(C)C)Br methyl (2S)-5-(2-amino-5-bromopyridin-3-yl)-2-{[(tert-butoxy) carbonyl]amino}pent-4-ynoate